C(C)N(CCNC(C([C@H](C[C@H]1C(NCC1)=O)NC([C@H](CCCC)NC(OC(C(F)(F)C1=CC(=CC=C1)Cl)C1=CC=CC=C1)=O)=O)O)=O)CC 2-(3-chlorophenyl)-2,2-difluoro-1-phenylethyl ((2S)-1-(((2S)-4-((2-(diethylamino)ethyl)amino)-3-hydroxy-4-oxo-1-((S)-2-oxopyrrolidin-3-yl)butan-2-yl)amino)-1-oxohexan-2-yl)carbamate